C(C)(=O)N[C@@H](C(=O)N[C@H](C(=O)N[C@H](C(=O)C=1SC2=C(N1)C=CC(=C2)C(=O)O)CCCNC(=N)N)CC2=CC=CC=C2)CC2=CNC1=CC=CC=C21 2-[(S)-2-[(S)-2-[(R)-2-acetylamino-3-(3-indolyl)propionylamino]-3-phenylpropionylamino]-5-guanidinovaleryl]-1,3-benzothiazole-6-carboxylic acid